carbon pyridine salt N1=CC=CC=C1.[C]